S1(SCC=C1)=O Dithiolon